[Cl-].C(C(=C)C)(=O)NCCC[N+](C)(C)C 3-(methacrylamido)-propyl-trimethyl-ammonium chloride